2-[1-(5-bromo-3-fluoro-2-methoxy-phenyl)sulfonyl-2,2-dimethyl-4-piperidyl]-4,5-dichloro-pyridazin-3-one BrC=1C=C(C(=C(C1)S(=O)(=O)N1C(CC(CC1)N1N=CC(=C(C1=O)Cl)Cl)(C)C)OC)F